C(#N)C1=CC=C(COC2=CC=CC(=N2)C2CCN(CC2)CC2=NC3=C(N2CCOC)C(=C(C=C3)C(=O)O)F)C=C1 2-[(4-{6-[(4-cyanobenzyl)oxy]pyridin-2-yl}piperidin-1-yl)methyl]-7-fluoro-1-(2-methoxyethyl)-1H-benzimidazole-6-carboxylic acid